2-(1H-IMIDAZOL-4-YLMETHYL)-BENZALDEHYDE N1C=NC(=C1)CC1=C(C=O)C=CC=C1